C(C1=CC=CC=C1)N1CCC2(CC1)COC1=C(O2)C=C(C(=C1)[N+](=O)[O-])C(=O)N benzyl-6-nitro-3H-spiro[benzo[b][1,4]dioxine-2,4'-piperidine]-7-carboxamide